2-ethyl-3-methylglutaconate C(C)C(C(=O)[O-])=C(CC(=O)[O-])C